C(C1=CC=CC=C1)OC1CC(C1)O 3-(benzyloxy)cyclobutanol